F[C@H]1CN(CC[C@H]1NC1=CC=CC=2N1N=C(C2CC(F)(F)F)C#CCNC(=O)C=2C=NN(C2)C2CCOCC2)C N-[3-(7-{[(3S,4R)-3-fluoro-1-methylpiperidin-4-yl]amino}-3-(2,2,2-trifluoroethyl)pyrazolo[1,5-a]pyridin-2-yl)prop-2-yn-1-yl]-1-(tetrahydro-2H-pyran-4-yl)-1H-pyrazole-4-carboxamide